ClC1=NC=C(C(=C1)C1=C(C=NC(=C1)C)C(=O)NC=1SC(=NN1)OC(C)C)OC 2'-chloro-N-(5-isopropoxy-1,3,4-thiadiazol-2-yl)-5'-methoxy-6-methyl-(4,4'-bipyridine)-3-carboxamide